P(=O)([O-])([O-])[O-].[Mn+2].[Fe+2].[Li+] lithium iron manganese phosphate salt